[Cl-].C(C=C)[N+](C)(C)CC=C diallyldimethylammonium monochloride